chloro-N-(4-hydroxy-3-(methylsulfonylamino)phenyl)-[1,1'-biphenyl]-4-carboxamide ClC1=C(C=CC(=C1)C(=O)NC1=CC(=C(C=C1)O)NS(=O)(=O)C)C1=CC=CC=C1